1-(4-(aminomethyl)phenyl)-1H-pyrazole-3-carbonitrile NCC1=CC=C(C=C1)N1N=C(C=C1)C#N